C(C1=CC=CC=C1)N1N=C2N=C(C=NC2=C1)N1CC2(C1)CN(CCC2)C2=CC(=NC=C2)C(F)(F)F 2-{2-benzyl-2H-pyrazolo[3,4-b]pyrazin-6-yl}-6-[2-(trifluoromethyl)pyridin-4-yl]-2,6-diazaspiro[3.5]nonane